2,4,7-trioxanonane COCOCCOCC